(S)-tert-butyl (1-(5-(3-(pyridin-4-yl)phenyl)-1H-imidazo[4,5-b]pyridin-2-yl)ethyl)carbamate N1=CC=C(C=C1)C=1C=C(C=CC1)C1=CC=C2C(=N1)N=C(N2)[C@H](C)NC(OC(C)(C)C)=O